5-methyl-thiophen CC1=CC=CS1